FC(C1=NC=CC(=C1)N1CC(CC2=CC=CC=C12)NC(C=C)=O)(F)F N-(1-(2-(trifluoromethyl)-pyridin-4-yl)-1,2,3,4-tetrahydroquinolin-3-yl)acrylamide